N-(6-(1H-pyrazol-4-yl)isoquinolin-3-yl)-2-(3-oxa-8-azabicyclo[3.2.1]octan-8-yl)acetamide N1N=CC(=C1)C=1C=C2C=C(N=CC2=CC1)NC(CN1C2COCC1CC2)=O